FC(C1=CC=C(C=C1)N1N=NC(=C1COC1=CC=C(C=N1)N1C[C@H](N(CC1)C(=O)OC(C)(C)C)C(=O)OC)C)F 1-(tert-butyl) 2-methyl (S)-4-(6-((1-(4-(difluoromethyl)phenyl)-4-methyl-1H-1,2,3-triazol-5-yl)methoxy)pyridin-3-yl)piperazine-1,2-dicarboxylate